12-(3-chloro-4-methylphenyl)-12H-benzofuro[2,3-a]carbazole ClC=1C=C(C=CC1C)N1C=2C=CC=CC2C=2C=CC3=C(C12)OC1=C3C=CC=C1